1,1,1-trifluoro-2-methylpropan FC(C(C)C)(F)F